CC1(OB(OC1(C)C)C=1CC(CCCC1)NC(OC(C)(C)C)=O)C tert-Butyl (3-(4,4,5,5-tetramethyl-1,3,2-dioxaborolan-2-yl)cyclohept-3-en-1-yl)carbamate